(4-((2,4-diaminopyrimidin-5-yl)oxy)-5-isopropylpyridin-2-yl) dimethylphosphino oxide CP(C)OC1=NC=C(C(=C1)OC=1C(=NC(=NC1)N)N)C(C)C